C1(CCCC1)CCC(=O)O 3-cyclopentyl-propionic acid